1,2,4-Tris(mercaptomethyl)benzene SCC1=C(C=C(C=C1)CS)CS